racemic-3-ethylbicyclo[3.2.0]hept-3-en-6-one C(C)C=1CC2CC(C2C1)=O